N-(1-(5-aminopyridin-3-yl)-4-(trimethylsilyl)but-3-yn-1-yl)-2-methylpropane-2-sulfinamide NC=1C=C(C=NC1)C(CC#C[Si](C)(C)C)NS(=O)C(C)(C)C